1-(2-chloro-3-methylpyridin-4-yl)-5-(trifluoromethyl)-1H-pyrazole-4-carboxylic acid ethyl ester C(C)OC(=O)C=1C=NN(C1C(F)(F)F)C1=C(C(=NC=C1)Cl)C